[Si](C)(C)(C(C)(C)C)OC[C@H]1O[C@H](CN(C1)C(C1=CC=CC=C1)(C1=CC=CC=C1)C1=CC=CC=C1)N1C=2N=C(NC(C2N=C1)=O)NC(COC1=CC=CC=C1)=O N9-[(2R,6S)-6-{(tert-butyldimethylsilyloxy)methyl}-4-tritylmorpholin-2-yl]-N2-(phenoxyacetyl)guanine